C(C)(=O)OC[C@H]1O[C@H]([C@]([C@@H]1O)(C)F)N1C2=NC(=NC(=C2N=C1)NC)N ((2R,3R,4R,5R)-5-(2-amino-6-(methylamino)-9H-purin-9-yl)-4-fluoro-3-hydroxy-4-methyltetrahydrofuran-2-yl)methyl acetate